(R)-6-cyclopropyl-2-methyl-4-((1-(naphthalen-2-yl)ethyl)amino)-2,6-dihydropyrido[3,4-d]pyridazine-1,7-dione C1(CC1)N1C=C2C(=NN(C(C2=CC1=O)=O)C)N[C@H](C)C1=CC2=CC=CC=C2C=C1